S(OC1=CC=C(C=C1)OCC1=C(C=C(C=C1F)N1C=NC(=C1)C(F)(F)F)F)(=O)(=O)F 4-((2,6-difluoro-4-(4-(trifluoromethyl)-1H-imidazol-1-yl)benzyl)oxy)phenyl sulfurofluoridate